(S)-Methyl 5-(2-(4-(3-((tert-butyldimethylsilyl)oxy)-4-(3-((2-cyanothiophen-3-yl)ethynyl)phenyl)butyl)-2-oxo-1,3,4-thiadiazinan-3-yl)ethyl)thiophene-2-carboxylate [Si](C)(C)(C(C)(C)C)O[C@H](CCN1N(C(SCC1)=O)CCC1=CC=C(S1)C(=O)OC)CC1=CC(=CC=C1)C#CC1=C(SC=C1)C#N